quinoxaline-2,3-diylbis(methylene) dicarbamimidothioate dihydrobromide Br.Br.C(N)(=N)SCC1=NC2=CC=CC=C2N=C1CSC(N)=N